COC1=C(C(=C(C(=O)[O-])OC)OC)C=CC=C1 Trimethoxycinnamate